(R)-1-(2-Amino-6-fluoro-phenyl)-pyrrolidin NC1=C(C(=CC=C1)F)N1CCCC1